N-((1s,3s)-3-(6-((4-(4-(2-(1-(2-(3-(2,6-dioxopiperidin-3-yl)phenoxy)acetyl)piperidin-4-yl)acetyl)piperazin-1-yl)phenyl)amino)-9H-purin-9-yl)cyclobutyl)-2-phenylacetamide O=C1NC(CC[C@H]1C=1C=C(OCC(=O)N2CCC(CC2)CC(=O)N2CCN(CC2)C2=CC=C(C=C2)NC2=C3N=CN(C3=NC=N2)C2CC(C2)NC(CC2=CC=CC=C2)=O)C=CC1)=O